4-((3-(tert-butoxycarbonyl)phenyl)amino)-6-chloropyridazine-3-carboxylate C(C)(C)(C)OC(=O)C=1C=C(C=CC1)NC1=C(N=NC(=C1)Cl)C(=O)[O-]